FC(C1=CC=C(C=C1)C=1C=C(C(N(N1)C=1C=NC=CC1)=O)C(=O)N[C@@H](C(F)(F)F)CO)F 6-[4-(Difluoromethyl)phenyl]-3-oxo-2-(pyridin-3-yl)-N-[(2R)-1,1,1-trifluoro-3-hydroxypropan-2-yl]-2,3-dihydropyridazine-4-carboxamide